NC1=NC=2C=CC(=CC2C2=C1COC2)C(=O)N2[C@H](COC[C@H]2C=2C=NC(=CC2)C(F)(F)F)C (4-amino-1,3-dihydrofuro[3,4-c]quinolin-8-yl)((3S,5R)-3-methyl-5-(6-(trifluoromethyl)-3-pyridinyl)-4-morpholinyl)methanone